OC=1C=C2C(N3C(=NC2=CC1)C(NC(C3)=O)CC(C)C)=O 8-hydroxy-1-isobutyl-1,2-dihydro-6H-pyrazino[2,1-b]quinazoline-3,6(4H)-dione